3-HEXENAL C(CC=CCC)=O